3-amino-6-(8-chloroquinolin-6-yl)-N-(2-(diethylamino)ethyl)-5-phenylpyrazine NC=1CN(C(=C(N1)C1=CC=CC=C1)C=1C=C2C=CC=NC2=C(C1)Cl)CCN(CC)CC